Tert-butyl {8-chloro-1-[4-(3-chloropyridin-2-yl)piperazin-1-yl]-5,6-dihydro-4H-[1,2,4]triazolo[4,3-a][1]benzazepin-5-yl}carbamate ClC=1C=CC2=C(CC(CC=3N2C(=NN3)N3CCN(CC3)C3=NC=CC=C3Cl)NC(OC(C)(C)C)=O)C1